COC[C@@]1(C(NC(N1)=O)=O)CCC(N1CC2=CC=C(C=C2C1)C(F)(F)F)=O (R)-5-(methoxymethyl)-5-(3-oxo-3-(5-(trifluoromethyl)isoindolin-2-yl)propyl)imidazolidine-2,4-dione